4-(diphenylphosphino)-styrene C1(=CC=CC=C1)P(C1=CC=C(C=C)C=C1)C1=CC=CC=C1